sodium 3-dodecylaminopropionate C(CCCCCCCCCCC)NCCC(=O)[O-].[Na+]